BrCCCCCCOC(CCC(OCC#CCCCC)OCC#CCCCC)=O 4,4-bis(hept-2-yn-1-yloxy)butanoic acid 6-bromohexyl ester